4-(5-(3-((tert-butyldimethylsilyl)oxy)-4,4-difluorobut-1-yn-1-yl)-5-hydroxyoctahydropentalen-2-yl)-N-(3-chloro-4-fluorophenyl)-1-methyl-1H-imidazole-5-carboxamide [Si](C)(C)(C(C)(C)C)OC(C#CC1(CC2CC(CC2C1)C=1N=CN(C1C(=O)NC1=CC(=C(C=C1)F)Cl)C)O)C(F)F